cresyl methyl ether COC1=CC=C(C=C1)C